N1(CCC1)CC1(CC1)NC(=O)C1(CC1)OC1=C(C=CC=C1)OC N-(1-(azetidin-1-ylmethyl)cyclopropyl)-1-(2-methoxyphenoxy)cyclopropane-1-carboxamide